BrC=1C(=C(OC2CCC(CC2)/C=C/C(=O)OCC)C=CC1)C ethyl (E)-3-[4-(3-bromo-2-methyl-phenoxy) cyclohexyl]prop-2-enoate